C1(CCCCC1)[Si](F)(F)NC(C)C cyclohexyl-isopropylaminodifluorosilane